ClC1=C(C=CC=C1NC=1C(=C2C(N(C=NC2=CC1)C)=O)C)NS(=O)(=O)CCC N-(2-chloro-3-((3,5-dimethyl-4-oxo-3,4-dihydro-quinazolin-6-yl)amino)phenyl)propane-1-sulfonamide